BrC1=CC(=C(O[C@@H](C)C2=NN=NN2)C=C1)C(C)(F)F 5-[(1S)-1-[4-bromo-2-(1,1-difluoroethyl)phenoxy]ethyl]-1H-1,2,3,4-tetrazole